ethyl 7-(3-bromopropionamido)-1H-indole-2-carboxylate BrCCC(=O)NC=1C=CC=C2C=C(NC12)C(=O)OCC